C1CC=CC=C1 2H-benzol